(dodecylbenzyl)triethylammonium chloride CCCCCCCCCCCCC(C1=CC=CC=C1)[N+](CC)(CC)CC.[Cl-]